ClC1=CC=C(C=C1)C=1C=C(C(N(N1)C1=C2N(N=C1)CCC2)=O)C(=O)OCC Ethyl 6-(4-chlorophenyl)-2-(5,6-dihydro-4H-pyrrolo[1,2-b]pyrazol-3-yl)-3-oxo-2,3-dihydropyridazine-4-carboxylate